C(N)(=O)C(C(C)C1=NC=CC=C1)NC(=O)[C@@H]1[C@H]2C([C@H]2CN1C(=O)[C@H](C(C)(C)C)NC(OC(C)(C)C)=O)(C)C tert-butyl N-[(1S)-1-[(1R,2S,5S)-2-[[1-carbamoyl-2-(2-pyridyl)propyl] carbamoyl]-6,6-dimethyl-3-azabicyclo[3.1.0]hexane-3-carbonyl]-2,2-dimethyl-propyl]carbamate